(S,6S)-N'-((1,2,3,5,6,7-hexahydro-s-indacen-4-yl)carbamoyl)-6-(methyl(2,2,2-trifluoroethyl)amino)-6,7-dihydro-5H-pyrazolo[5,1-b][1,3]oxazine-3-sulfonimidamide C1CCC2=C(C=3CCCC3C=C12)NC(=O)N=[S@@](=O)(N)C=1C=NN2C1OC[C@H](C2)N(CC(F)(F)F)C